(2S,3R,4S,5R,6R)-3,5-dihydroxy-6-(hydroxymethyl)-4-(4-phenyl-1H-1,2,3-triazol-1-yl)tetrahydro-2H-pyran O[C@H]1CO[C@@H]([C@@H]([C@H]1N1N=NC(=C1)C1=CC=CC=C1)O)CO